BrC1=C(C(=CC(=C1)OC)OC)NC(C(F)(F)F)=O N-(2-bromo-4,6-dimethoxyphenyl)-2,2,2-trifluoroacetamide